1,3,6-Hexantricarbonitrile C(CC(CCCC#N)C#N)C#N